N-(phenyl((R)-pyrrolidin-2-yl)methyl)-4-(7H-pyrrolo[2,3-d]pyrimidin-4-yl)-3,4-dihydro-2H-1,4-thiazine-6-carboxamide hydrochloride Cl.C1(=CC=CC=C1)C(NC(=O)C1=CN(CCS1)C=1C2=C(N=CN1)NC=C2)[C@@H]2NCCC2